C(C)(C)(C)C1=C(C(=C(C=C1)O)OC1=CC=CC=C1)C t-butyl-methylphenoxyphenol